N-(ethylsulfonyl)-5-(4-(trifluoromethyl)phenyl)-2-naphthamide C(C)S(=O)(=O)NC(=O)C1=CC2=CC=CC(=C2C=C1)C1=CC=C(C=C1)C(F)(F)F